(E)-N-((E)-4-(1-(4-(4-(8-(2-(2,6-dioxopiperidin-3-yl)-1-oxoisoindolin-4-yl)oct-7-yn-1-yl)piperazin-1-yl)benzoyl)piperidin-4-yl)but-2-en-1-yl)-3-(pyridin-3-yl)acrylamide O=C1NC(CCC1N1C(C2=CC=CC(=C2C1)C#CCCCCCCN1CCN(CC1)C1=CC=C(C(=O)N2CCC(CC2)C/C=C/CNC(\C=C\C=2C=NC=CC2)=O)C=C1)=O)=O